ClC1=CC=C2C(=CC(=NC2=C1)C1=CC=C(C=C1)CCl)C(=O)N1CCOCC1 (7-chloro-2-(4-(chloromethyl)phenyl)quinolin-4-yl)(morpholinyl)methanone